6-(1-(2-((3aR,7aR)-4-(3-fluorophenyl)octahydro-1H-pyrrolo[3,2-b]pyridin-1-yl)pyridin-4-yl)piperidin-4-yl)hexan-1-ol FC=1C=C(C=CC1)N1[C@H]2[C@@H](CCC1)N(CC2)C2=NC=CC(=C2)N2CCC(CC2)CCCCCCO